1-(3-ethoxy-4-nitrophenyl)-4-methylpiperazine C(C)OC=1C=C(C=CC1[N+](=O)[O-])N1CCN(CC1)C